FC1=C(CCN2[C@@H]([C@H]([C@@H]([C@H](C2)O)O)O)CO)C(=CC(=C1)C(F)(F)F)F (2R,3R,4R,5S)-1-(2,6-difluoro-4-(trifluoromethyl)phenethyl)-2-(hydroxymethyl)piperidine-3,4,5-triol